C1(=CC=CC=C1)N1N=C(C(=C1)C1=CC=CC=C1)C1=CC=CC=C1 1,3,4-triphenyl-1H-pyrazole